C(C1=CC=CC=C1)(=O)O[C@H]1[C@H](SC2=CC=C(C=C2)C)O[C@@H]([C@@H]([C@@H]1OC(C1=CC=CC=C1)=O)OCC1=CC=CC=C1)CO p-Tolyl 2,3-di-O-benzoyl-4-O-benzyl-1-thio-β-D-galactopyranoside